(R)-5-(5-(1-(3,5-dimethylpyridazin-4-yl)ethoxy)-1H-indazol-3-yl)-2-((1-ethylpiperidin-4-yl)oxy)-3-methylbenzonitrile CC=1N=NC=C(C1[C@@H](C)OC=1C=C2C(=NNC2=CC1)C=1C=C(C(=C(C#N)C1)OC1CCN(CC1)CC)C)C